ClC1=CC=C(C=C1)C1=NC2=C(N1C(C(=O)NC1CCCCC1)C1=C(C=CC(=C1)OC)F)C=CC=C2 2-[2-(4-chloro-phenyl)-benzimidazol-1-yl]-N-cyclohexyl-2-(2-fluoro-5-methoxy-phenyl)-acetamide